FC=1C=C(C(=C(C1)C(C)C)N=C=O)C(C)C 5-fluoro-2-isocyanato-1,3-diisopropylbenzene